ClC1=NC=C(C(=O)NC([2H])([2H])[2H])C(=C1)NC1=CC=CC2=C1OCC=1C2=NN(C1)C 6-chloro-N-(methyl-d3)-4-((2-methyl-2,4-dihydrochromeno[4,3-c]pyrazol-6-yl)amino)nicotinamide